C(C1=CC=CC=C1)NC1=NC=NC(=C1C#N)C=1OC=CC1 4-(benzylamino)-6-(2-furyl)pyrimidine-5-carbonitrile